COC(C(C)(C1=CC(=CC=C1)C(C1=CC=CC=C1)=O)[C@H]1O[C@@]([C@@H]([C@@H]1O)O)(C#N)C1=CC=C2C(=NC=NN21)N)=O ((2R,3S,4R,5R)-5-(4-Aminopyrrolo[2,1-f][1,2,4]triazin-7-yl)-5-cyano-3,4-dihydroxytetrahydrofuran-2-yl)-2-(3-benzoylphenyl)propionic acid methyl ester